1-(2-methoxyethyl)-5-(4,4,5,5-tetramethyl-1,3,2-dioxaborolan-2-yl)-1,2-dihydropyridin-2-one COCCN1C(C=CC(=C1)B1OC(C(O1)(C)C)(C)C)=O